3-Fluoro-5-((4-(((S)-2-fluoro-1-phenylethyl)amino)-5-(5-(2-hydroxypropan-2-yl)-1,3,4-oxadiazol-2-yl)pyrimidin-2-yl)amino)-3-methylisoindolin-1-one FC1(NC(C2=CC=C(C=C12)NC1=NC=C(C(=N1)N[C@H](CF)C1=CC=CC=C1)C=1OC(=NN1)C(C)(C)O)=O)C